NC(CC[C@@H](C(SCCNC(CCNC(=O)[C@@H]1OC(OCC1(C)C)CC1=CC=C(C=C1)OC)=O)=O)NC(=O)OC(C)(C)C)=O S-(2-(3-((4R)-2-(4-methoxybenzyl)-5,5-dimethyl-1,3-dioxane-4-carboxamido)propanamido)ethyl) (2S)-5-amino-2-((tert-butoxycarbonyl)amino)-5-oxopentanethioate